tert-butyl N-methyl-N-{2-[(3E)-1-[4-({3-methyl-4-[(1-methyl-1,3-benzodiazol-5-yl)oxy]phenyl}amino)pyrido[3,2-d]pyrimidin-6-yl]-2-oxopyrrolidin-3-ylidene]ethyl}carbamate CN(C(OC(C)(C)C)=O)C/C=C\1/C(N(CC1)C=1C=CC=2N=CN=C(C2N1)NC1=CC(=C(C=C1)OC1=CC2=C(N(C=N2)C)C=C1)C)=O